F[C@@H]1[C@H]([C@@H](O[C@@H]1CO)N1C2=NC=NC(=C2N=C1)NC(C1=CC=CC=C1)=O)O N-(9-((2r,3s,4r,5r)-4-fluoro-3-hydroxy-5-(hydroxymethyl)tetrahydrofuran-2-yl)-9H-purin-6-yl)benzamide